N-(4-((4-((5-chloro-4-(1-(benzenesulfonyl)-1H-indol-3-yl)pyrimidin-2-yl)amino)-1H-pyrazol-1-yl)methyl)-2-fluorophenyl)acrylamide ClC=1C(=NC(=NC1)NC=1C=NN(C1)CC1=CC(=C(C=C1)NC(C=C)=O)F)C1=CN(C2=CC=CC=C12)S(=O)(=O)C1=CC=CC=C1